C(C)OC(C1=C(C=C(C=C1CCC(COC)O)[N+](=O)[O-])N)=O 6-(3-hydroxy-4-methoxybutyl)-2-amino-4-nitrobenzoic acid ethyl ester